C1(CC1)C=1C=CC=2N(C1)C=C(N2)COC2=NC(=NC(=C2)NCC2=C(C=C(C=C2C)C(NC(=O)OCCCCCC)=N)C)C(=O)OCC ethyl 4-((6-cyclopropylimidazo[1,2-a]pyridin-2-yl)methoxy)-6-((4-(N-((hexyloxy)carbonyl)carbamimidoyl)-2,6-dimethylbenzyl)amino)pyrimidine-2-carboxylate